NC=1C=C(C(=C(C1)[C@@H]1CC=2N=C(N=CC2CO1)OC[C@]12CCCN2C[C@@H](C1)F)C(F)(F)F)Cl (S)-7-(5-amino-3-chloro-2-(trifluoromethyl)phenyl)-2-(((2R,7aS)-2-fluorotetrahydro-1H-pyrrolizin-7a(5H)-yl)methoxy)-7,8-dihydro-5H-pyrano[4,3-d]pyrimidin